C(CCCCCCCCCCCCCS)S tetradecane-1,14-dithiol